N-(2-hydroxypropyl)-N,N,N-trimethyl-ammonium OC(C[N+](C)(C)C)C